CC1(NC(CC(C1)OC1=CC=C(N=N1)C=1C(=CC2=CC(=CC=C2C1)O)O)(C)C)C 3-(6-((2,2,6,6-Tetramethylpiperidin-4-yl)oxy)pyridazin-3-yl)naphthalin-2,7-diol